plumbum stannum [Sn].[Pb]